zirconium(IV) 2-ethyl-1-hexanoate C(C)C(C(=O)[O-])CCCC.[Zr+4].C(C)C(C(=O)[O-])CCCC.C(C)C(C(=O)[O-])CCCC.C(C)C(C(=O)[O-])CCCC